5,6-diphenyl-[1,2,4]triazin-3-ylamine C1(=CC=CC=C1)C=1N=C(N=NC1C1=CC=CC=C1)N